C(C)(C)(C)C=1C=C(C=CC1)C=1NC2=CC=C(C=C2C1)OC(C(=O)O)C 2-((2-(3-(tert-butyl)phenyl)-1H-indol-5-yl)oxy)propanoic acid